4-(1-methyl-1H-benzo[d]imidazol-5-yl)-N-(4-morpholinylphenyl)-5-vinyl-pyrimidin-2-amine CN1C=NC2=C1C=CC(=C2)C2=NC(=NC=C2C=C)NC2=CC=C(C=C2)N2CCOCC2